FC1=C(C=C2CC(C(NC2=C1)=O)(C)C)NC(=O)C1=CC(=NC=C1CC(C)C)C N-(7-fluoro-3,3-dimethyl-2-oxo-1,4-dihydroquinolin-6-yl)-5-isobutyl-2-methyl-pyridine-4-carboxamide